S1(C=CC=C1)=S thiophene sulphide